OC1CCN(CC1)C=1C=CC(=NC1)NC=1C=CC(=C2CNC(C12)=O)C1=CN=C2N1C=CN=C2 7-[[5-(4-hydroxy-1-piperidyl)-2-pyridyl]amino]-4-imidazo[1,2-a]pyrazin-3-yl-isoindolin-1-one